C(CCCCCCCCCCCCC(=O)[O-])(=O)[O-] TetradecaneDiate